NC1=C(C(=O)N(C)C)C=C(C=C1)C=1C(=C2C(=NC1)NC=C2C2=CC=C(C=C2)CNC)Cl 2-amino-5-(4-chloro-3-(4-((methylamino)methyl)phenyl)-1H-pyrrolo[2,3-b]pyridin-5-yl)-N,N-dimethylbenzamide